tert-butyl 2-(2-((6-(2-azaspiro[5.5]undecan-2-yl)-2-(trifluoromethyl)pyrimidin-4-yl)(methyl)amino)ethyl)morpholine-4-carboxylate C1N(CCCC12CCCCC2)C2=CC(=NC(=N2)C(F)(F)F)N(CCC2CN(CCO2)C(=O)OC(C)(C)C)C